ClCC(=O)NC(NC1=C(C=CC(=C1)Cl)OC)=O 2-chloro-N-((5-chloro-2-methoxyphenyl)carbamoyl)acetamide